N-((S)-2-cyano-1-(4-(ethylsulfonyl)phenyl)ethyl)-4-((2S,4S)-2-((difluoromethoxy)methyl)-4-((6-methylpyridin-3-yl)oxy)pyrrolidin-1-yl)benzamide C(#N)C[C@@H](C1=CC=C(C=C1)S(=O)(=O)CC)NC(C1=CC=C(C=C1)N1[C@@H](C[C@@H](C1)OC=1C=NC(=CC1)C)COC(F)F)=O